NC1CCC(CC1)CN1CCC(CC1)C=1C=C2C(C=3N(C=4C=CC=C(C4C(N3)=O)Cl)C2=CC1)(C)C 9-(1-(((1r,4r)-4-aminocyclohexyl)methyl)piperidin-4-yl)-4-chloro-7,7-dimethylindolo[1,2-a]quinazolin-5(7H)-one